FC=1C=C2CN(CC2=CC1)C=1OC2=C(C=C(C=C2C(C1)=O)C)[C@@H](C)N[S@](=O)C(C)(C)C (R)-N-[(1R)-1-[2-(5-fluoroisoindolin-2-yl)-6-methyl-4-oxo-chromen-8-yl]ethyl]-2-methyl-propane-2-sulfinamide